BrC1=C(C(=CC=C1)Cl)C 1-bromo-3-chloro-2-methylbenzene